1-((5-amino-6-bromo-1H-pyrrolo[3,2-b]pyridin-2-yl)methyl)-N-(4-fluorophenyl)-N-methyl-6-oxo-1,6-dihydropyridine-2-carboxamide NC1=C(C=C2C(=N1)C=C(N2)CN2C(=CC=CC2=O)C(=O)N(C)C2=CC=C(C=C2)F)Br